ONC(=O)C=1OC2=C(N1)C=C(C=C2)NC(C2=CC(=C(C=C2)OC)OCC2CC2)=O N-hydroxy-5-(3-(cyclopropylmethoxy)-4-methoxybenzoylamino)benzo[d]oxazole-2-carboxamide